NC1=C2C(=NC=N1)N(N=C2C(=O)NC=2OC1=C(N2)C=C(C=C1)Cl)C1CN(CCC1)C(C=CCN(C)C)=O 4-amino-N-(5-chlorobenzo[d]oxazol-2-yl)-1-(1-(4-(dimethylamino)but-2-enoyl)piperidin-3-yl)-1H-pyrazolo[3,4-d]pyrimidine-3-carboxamide